(2,6-dimethylphenylamino)-2-oxoacetic acid CC1=C(C(=CC=C1)C)NC(C(=O)O)=O